[Cl-].[Cl-].[Zr+2].C(C)(C)(C)C1=CC=C(C=C1)C1=C2C=C(C(C2=CC=C1)[SiH](C1C(=CC2=C(C=CC=C12)C1=CC=C(C=C1)C(C)(C)C)C(C)C)C)C (4-(4-(t-butyl)phenyl)-2-methyl-1H-inden-1-yl)(methyl)(2-isopropyl-4-(4-(t-Butyl)phenyl)-1H-inden-1-yl)silane zirconium dichloride